N1C(=NC2=C1C=CC=C2)NC(=O)NC2=CC=C(C=C2)C#N 1-(1H-benzo[d]imidazol-2-yl)-3-(4-cyanophenyl)urea